4-bromo-2-(diethoxymethyl)thiazole BrC=1N=C(SC1)C(OCC)OCC